C1(=CC(=CC=C1)N1C(=NC2=C1C=CC=C2)CSC2=CC(=NC=C2)C(F)(F)F)C N-(m-Tolyl)-2-(((2-(trifluoromethyl)pyridin-4-yl)thio)methyl)-1H-benzo[d]imidazol